2-tert-Butyl 3-ethyl (1R,3S,5R)-5-(carbamothioylmethyl)-2-azabicyclo[3.1.0]hexane-2,3-dicarboxylate C(N)(=S)C[C@]12C[C@H](N([C@@H]2C1)C(=O)OC(C)(C)C)C(=O)OCC